(R)-N-(7-bromo-5-(1-(oxetan-3-yl)ethoxy)quinazolin-4-yl)-7-fluorobenzo[d]thiazol-6-amine BrC1=CC(=C2C(=NC=NC2=C1)NC1=C(C2=C(N=CS2)C=C1)F)O[C@H](C)C1COC1